(2s,3s,4r,5r)-5-(6-((3,5-dimethylbenzyl)amino)-2-(5-methylpyridin-3-yl)-9H-purin-9-yl)-3,4-dihydroxy-N-methyltetrahydrofuran-2-carboxamide CC=1C=C(CNC2=C3N=CN(C3=NC(=N2)C=2C=NC=C(C2)C)[C@H]2[C@@H]([C@@H]([C@H](O2)C(=O)NC)O)O)C=C(C1)C